Cl.NCCCCCCOC1=C2C(N(C(C2=CC=C1)=O)C1C(NC(CC1)=O)=O)=O 4-[(6-aminohexyl)oxy]-2-(2,6-dioxopiperidin-3-yl)isoindoline-1,3-dione hydrochloride